CS(=O)(=O)N1CCN(CC1)C1=CC(=NC=C1)NC=1SC2=C(N1)C=CC(=C2)C=2C=NNC2 N-(4-(4-(methylsulfonyl)-piperazin-1-yl)pyridin-2-yl)-6-(1H-pyrazol-4-yl)benzo[d]thiazol-2-amine